CC1CCCCCCCCCCCCCC(O1)=O 16-methyloxacyclohexadecan-2-one